3-(3-methoxy-3-methylazetidin-1-yl)-6-((3-methoxy-4-((6-methylpyridin-3-yl)methoxy)phenyl)amino)quinoxaline-5-carbonitrile COC1(CN(C1)C=1C=NC=2C=CC(=C(C2N1)C#N)NC1=CC(=C(C=C1)OCC=1C=NC(=CC1)C)OC)C